C(C)(C)(C)OC(=O)N1CCC(CCC1)(CCC1=CC=CC=C1)CO 4-(hydroxymethyl)-4-phenethylazepane-1-carboxylic acid tert-butyl ester